CN1C=NC(=C1)C(=O)ON=CC1=CC=C(C=C1)C(C)(C)C 4-(Tert-butyl)benzaldehyde-O-(1-methyl-1H-imidazole-4-carbonyl) oxime